6-ethyl-2-(4-methoxypyridin-3-yl)pyrimidin-4-amine trifluoroacetate FC(C(=O)O)(F)F.C(C)C1=CC(=NC(=N1)C=1C=NC=CC1OC)N